(R)-4-(2-(5-fluoro-2-(hydroxymethyl)benzyl)-3-(methoxymethyl)-1-oxo-1,2,3,4-tetrahydropyrrolo[1,2-a]pyrazin-7-yl)-6-((1-methyl-1h-pyrazole-5-yl)amino)nicotinic acid FC=1C=CC(=C(CN2C(C=3N(C[C@@H]2COC)C=C(C3)C3=CC(=NC=C3C(=O)O)NC3=CC=NN3C)=O)C1)CO